1,2-ethylene glycol dicrotonate C(\C=C\C)(=O)OCCOC(\C=C\C)=O